ClC1=NC=C(C(=O)NC)C(=C1)NC1=C(C(=CC=C1)C(F)(F)F)OC 6-Chloro-4-((2-methoxy-3-(trifluoromethyl)phenyl)amino)-N-methylnicotinamide